ClC1=C(C=CC(=C1)C(=C)C)C(=C)C 2-chloro-1,4-diisopropenylbenzene